C12N(CC(NC1)CC2)C=2C1=C(N=C(N2)OC([2H])([2H])[C@@]23CCCN3C[C@H](C2)F)C(=C(N=C1)C1=CC(=CC2=CC=C(C(=C12)C#C)F)O)F 4-(4-(2,5-Diazabicyclo[2.2.2]octan-2-yl)-8-fluoro-2-(((2S,7aR)-2-fluorotetrahydro-1H-pyrrolizin-7a(5H)-yl)methoxy-d2)pyrido[4,3-d]pyrimidin-7-yl)-5-ethynyl-6-fluoronaphthalen-2-ol